C(#N)C=1C(=CC(=NC1)NC(=O)N1C2CC(C3=CC=C(N=C13)C=O)(C2)O)NCCOC N-(5-cyano-4-((2-methoxyethyl)amino)pyridin-2-yl)-7-formyl-4-hydroxy-3,4-dihydro-2,4-methylene-1,8-naphthyridine-1(2H)-carboxamide